COC1=C(C#N)C=C(C=N1)N1N=C(C2=C1CCOCC2)C=2C=NN(C2)CC2CCN(CC2)C 2-Methoxy-5-(3-(1-((1-methylpiperidin-4-yl)methyl)-1H-pyrazol-4-yl)-4,5,7,8-tetrahydro-1H-oxepino[4,5-c]pyrazol-1-yl)nicotinonitrile